C(C)(C)(C)OC(C(C)(C)O\N=C(/C(=O)SC=1SC2=C(N1)C=CC=C2)\C2=NSC(=N2)N)=O (Z)-2-(((1-(5-amino-1,2,4-thiadiazol-3-yl)-2-(benzo[d]thiazol-2-ylsulfanyl)-2-oxoethylidene)amino)oxy)-2-methylpropionic acid tert-butyl ester